5-chloro-N-(3-cyclopropyl-5-(((3R,5S)-3,5-dimethylpiperazin-1-yl)methyl)phenyl)-4-methoxy-6-(6-methyl-1H-indol-3-yl)pyrimidin-2-amine ClC=1C(=NC(=NC1C1=CNC2=CC(=CC=C12)C)NC1=CC(=CC(=C1)CN1C[C@H](N[C@H](C1)C)C)C1CC1)OC